C1(CC1)NC1=NC=C(C=N1)C=1C(=CC(=C(C1)NC(=O)C1=CNC(C=C1C(F)(F)F)=O)N1CCN(CC1)C)F N-[5-[2-(cyclopropylamino)pyrimidin-5-yl]-4-fluoro-2-(4-methylpiperazin-1-yl)phenyl]-6-oxo-4-(trifluoromethyl)-1H-pyridine-3-carboxamide